FC1=CNC2=NC=CC(=C21)C2=CC=C(C(=O)N[C@H]1[C@H](CC3=CC=CC=C13)O)C=C2 4-(3-Fluoro-1H-pyrrolo[2,3-b]pyridin-4-yl)-N-((1R,2S)-2-hydroxy-2,3-dihydro-1H-inden-1-yl)benzamide